C(=C/CCCC)/CC(C(=O)[O-])C (Z)-3-hexen-1-yl-isobutyrate